FC1=C(C=C(C=C1)CN1CC(CC1)NC(=O)C1=CN=C2N1N=CC=C2)O N-[1-[(4-fluoro-3-hydroxyphenyl)methyl]pyrrolidin-3-yl]imidazo[1,2-b]pyridazine-3-carboxamide